Bromo-2-(4-methoxybenzyl)-1-methyl-1H-imidazole-4-carboxylate BrC1=C(N=C(N1C)CC1=CC=C(C=C1)OC)C(=O)[O-]